ClC1=C2C(=NC=C1C(=O)N)N(N=C2C)C 4-chloro-1,3-dimethyl-1H-pyrazolo[3,4-b]pyridine-5-carboxamide